(R)-2-(3-((6-(3-(3,5-difluorophenyl)isoxazolidin-2-yl)pyrimidin-4-yl)amino)-5-((4-Methylpiperazin-1-yl)methyl)phenyl)-2-methylpropanenitrile FC=1C=C(C=C(C1)F)[C@@H]1N(OCC1)C1=CC(=NC=N1)NC=1C=C(C=C(C1)CN1CCN(CC1)C)C(C#N)(C)C